COC=1C=CC=2C3=C(C=NC2N1)NC(N3CC3=CC=C(C=C3)S(=O)(=N)C)=O 7-Methoxy-1-(4-(S-methylsulfonimidoyl)benzyl)-1,3-dihydro-2H-imidazo[4,5-c][1,8]naphthyridin-2-one